FC1=C(OC2=NC=CC(=N2)C)C(=CC(=C1)B1OC(C(O1)(C)C)(C)C)C 2-(2-fluoro-6-methyl-4-(4,4,5,5-tetramethyl-1,3,2-dioxaborolan-2-yl)phenoxy)-4-methylpyrimidine